(S)-4-(2-(8-methoxy-2-methyl-1,2,3,4-tetrahydroisoquinolin-6-yl)-5-toluenesulfonyl-5H-pyrrolo[2,3-b]pyrazin-7-yl)-N-methyl-N-((tetrahydrofuran-3-yl)methyl)benzamide COC=1C=C(C=C2CCN(CC12)C)C=1N=C2C(=NC1)N(C=C2C2=CC=C(C(=O)N(C[C@H]1COCC1)C)C=C2)S(=O)(=O)CC2=CC=CC=C2